N1=CC=C2C=3C(=CC=CC13)OC=C(C=N2)O [1,5]oxazocino[4,3,2-de]quinolin-6-ol